ClC1=NC(=C(C(=N1)N(C1=NN(C(=C1)C)C1OCCCC1)CC1=CC=C(C=C1)OC)C1CC1)Cl 2,6-dichloro-5-cyclopropyl-N-(4-methoxybenzyl)-N-(5-methyl-1-(tetrahydro-2H-pyran-2-yl)-1H-pyrazol-3-yl)pyrimidin-4-amine